2-ferrocenyl-4-phenyl-quinoline [C-]1(C=CC=C1)C1=NC2=CC=CC=C2C(=C1)C1=CC=CC=C1.[CH-]1C=CC=C1.[Fe+2]